1-benzyl acetate-3-methylimidazole salt CN1C=NC=C1.C(C)(=O)OCC1=CC=CC=C1